OC=1C=C(C=O)C=C(C1O)[N+](=O)[O-] 3,4-dihydroxyl-5-nitrobenzaldehyde